N-iodoacetyl-N'-(5-sulfo-naphthyl)ethylenediamine ICC(=O)NCCNC1=CC=CC2=C(C=CC=C12)S(=O)(=O)O